(4R,5S,7R,8R,9S,10R)-4-((2-hydroxybenzyl)amino)-7-(hydroxymethyl)-9-(4-(3,4,5-trifluorophenyl)-1H-1,2,3-triazol-1-yl)-1,6-dioxaspiro[4.5]decane-8,10-diol OC1=C(CN[C@@H]2CCO[C@]23O[C@@H]([C@@H]([C@@H]([C@H]3O)N3N=NC(=C3)C3=CC(=C(C(=C3)F)F)F)O)CO)C=CC=C1